FC1=C(C(=CC=C1)F)C(\C=C\C1=CC(=C(C=C1)O)OCC)=O (E)-1-(2,6-Difluorophenyl)-3-(3-ethoxy-4-hydroxyphenyl)prop-2-en-1-one